Ethyl 3-methylpent-2-enoate CC(=CC(=O)OCC)CC